Neodecanoic acid, oxiranylmethyl ester C(CCCCCC(C)(C)C)(=O)OCC1OC1